(trioctyloxymethoxy)phosphine C(CCCCCCC)OC(OP)(OCCCCCCCC)OCCCCCCCC